benzyl (2S,4R)-1-((9,9-dimethyl-9H-fluorene-3-carbonyl)glycyl)-4-fluoro-4-(fluoromethyl)pyrrolidine-2-carboxylate CC1(C2=CC=CC=C2C=2C=C(C=CC12)C(=O)NCC(=O)N1[C@@H](C[C@@](C1)(CF)F)C(=O)OCC1=CC=CC=C1)C